tert.-butyl-peroxycumene C(C)(C)(C)OOC1=C(C=CC=C1)C(C)C